3-[3-[(tert-butyldiphenylsilyl)oxy]-2,2-dimethylpropyl]-1-ethyl-N-hydroxy-2-[2-[(1S)-1-methoxyethyl]pyridin-3-yl]indole-5-carboxamidine [Si](C1=CC=CC=C1)(C1=CC=CC=C1)(C(C)(C)C)OCC(CC1=C(N(C2=CC=C(C=C12)C(=N)NO)CC)C=1C(=NC=CC1)[C@H](C)OC)(C)C